2-[bis(2-hydroxyethyl)amino]-2-methyl-1-propanol OCCN(C(CO)(C)C)CCO